4-fluoro-6-(1'-isopropyl-[1,4'-bipiperidin]-4-yl)-1-methyl-2-(4-(methylsulfonyl)phenyl)-1H-benzo[d]imidazole FC1=CC(=CC=2N(C(=NC21)C2=CC=C(C=C2)S(=O)(=O)C)C)C2CCN(CC2)C2CCN(CC2)C(C)C